N-[4-chloro-6-[[2-fluoro-4-[2-(4-methylpiperazin-1-yl)ethyl]phenyl]methylamino]-1-isoquinolinyl]carbamic acid methyl ester COC(NC1=NC=C(C2=CC(=CC=C12)NCC1=C(C=C(C=C1)CCN1CCN(CC1)C)F)Cl)=O